4,5-dihydro-1H-benzo[d]azepin-3(2H)-carboxylic acid tert-butyl ester C(C)(C)(C)OC(=O)N1CCC2=C(CC1)C=CC=C2